tert-butyl (4-((3,5-difluoro-4-(piperidin-1-yl)phenyl)amino)benzyl)carbamate FC=1C=C(C=C(C1N1CCCCC1)F)NC1=CC=C(CNC(OC(C)(C)C)=O)C=C1